morpholine-4-carbohydrazide N1(CCOCC1)C(=O)NN